7-(2,8-Dimethylimidazo[1,2-b]pyridazin-6-yl)-5-fluoro-3-(piperidin-4-yl)cinnoline dihydrochloride Cl.Cl.CC=1N=C2N(N=C(C=C2C)C2=CC(=C3C=C(N=NC3=C2)C2CCNCC2)F)C1